C1(=CC=CC=C1)C1=C2C=CC=CC2=C(C2=CC=CC=C12)C1=C(C=CC=C1)N(C1=CC=CC=C1)C1=CC=CC=C1 10-phenyl-9-anthryltriphenylamine